NC1=NC=2C=C(C(=CC2C2=C1[C@H](OC2)C)C(=O)O)F (R)-4-amino-7-fluoro-3-methyl-1,3-dihydrofuro[3,4-c]quinolin-8-carboxylic acid